FC1=C(C=CC(=C1)N1CC(C1)O)C1=NN2C(N=C(C=C2C2=NN(N=C2)C)C(=O)N2[C@@H](CCCCC2)C)=C1 (R)-(2-(2-fluoro-4-(3-hydroxyazetidin-1-yl)phenyl)-7-(2-methyl-2H-1,2,3-triazol-4-yl)pyrazolo[1,5-a]pyrimidin-5-yl)(2-methylazepan-1-yl)methanone